BrC=1C=C2C(=CC(=NC2=NC1)C=1C=C(C=2N(N1)C=C(N2)C)C)Cl 6-bromo-4-chloro-2-{2,8-dimethylimidazo[1,2-b]pyridazin-6-yl}-1,8-naphthyridine